diethyl (2-(4-fluorophenyl)-7,7-dimethyl-1,3-dioxo-2,3,5,12b-tetrahydro-1H,7H-chromeno[4,3-c][1,2,4]triazolo[1,2-a]pyridazine-10-yl) phosphate P(=O)(OCC)(OCC)OC=1C=CC2=C(C1)OC(C=1C2N2N(CC1)C(N(C2=O)C2=CC=C(C=C2)F)=O)(C)C